FC(CN1C(=NC2=C1C=C(C=C2F)C=2C=CN1N=C(N=C(C12)OC)N[C@H]1[C@@H](CN(CC1)C)F)C)F 5-(1-(2,2-difluoroethyl)-4-fluoro-2-methyl-1H-benzo[d]imidazol-6-yl)-N-((3r,4r)-3-fluoro-1-methylpiperidin-4-yl)-4-methoxypyrrolo[2,1-f][1,2,4]triazin-2-amine